(S)-N-(2-acetamidoethyl)-3-((S)-sec-butyl)-2-oxo-1,2,3,5-tetrahydro-4H-benzo[e][1,4]diazepine-4-carboxamide C(C)(=O)NCCNC(=O)N1[C@H](C(NC2=C(C1)C=CC=C2)=O)[C@@H](C)CC